ClC1=CC(=NC=C1)C(F)(F)F 4-chloro-2-(trifluoromethyl)pyridine